CC1OC12CC(C2)NC(OC(C)(C)C)=O tert-Butyl N-(2-methyl-1-oxaspiro[2.3]hexan-5-yl)carbamate